isopropyl (3-((3-(5-fluoro-2-methoxypyridin-3-yl)pyrazolo[1,5-a]pyrimidin-5-yl)(methyl)amino)propyl)(methyl)carbamate FC=1C=C(C(=NC1)OC)C=1C=NN2C1N=C(C=C2)N(CCCN(C(OC(C)C)=O)C)C